cadmium zinc cadmium selenide [Se-2].[Cd+2].[Zn+2].[Cd+2].[Se-2].[Se-2]